FC(CC1=C(C=C(C=C1)[N+](=O)[O-])C=1C=NC=C(C1)F)F 3-(2-(2,2-difluoroethyl)-5-nitrophenyl)-5-fluoropyridine